C(=CCCCCCCCCCCCCCCCC)N1C(=C(C(C2=C(C=C(C=C12)OC(=O)C(C)(C)C)OC(=O)C(C)(C)C)=O)OC(=O)C(C)(C)C)C1=CC(=C(C=C1)OC(=O)C(C)(C)C)OC(=O)C(C)(C)C N-octadecenyl-2-(3,4-di-t-butylcarbonyloxy-phenyl)-3,5,7-tri-t-butylcarbonyloxy-quinolin-4-one